tert-butyl 5-(5,7-dichloro-6-(2-chloroethoxy)-3,4-dihydroquinolin-1(2H)-yl)-1H-indazole-1-carboxylate ClC1=C2CCCN(C2=CC(=C1OCCCl)Cl)C=1C=C2C=NN(C2=CC1)C(=O)OC(C)(C)C